1-methyl-4-indolecarboxylic acid CN1C=CC=2C(=CC=CC12)C(=O)O